C(C)(=O)O.C(C)(=O)O.C12(C(CCC(C1(C)C)C2)C)C21C(CCC(C2(C)C)C1)(C)C12C(CCC(C1(C)C)C2)C terpinyl diacetate